F[C@H]1C[C@@H](CNC1)NC1=NC=CC(=N1)C1=C(N=C(S1)C)OC1=CC=C(C2=CC=CC=C12)N1CCNCC1 N-[(3S,5S)-5-Fluoro-3-piperidyl]-4-[2-methyl-4-[(4-piperazin-1-yl-1-naphthyl)oxy]thiazol-5-yl]pyrimidin-2-amine